(S)-N-(4-(3-(2,3-dihydro-4H-pyrido[3,2-b][1,4]oxazin-4-yl)phenyl)thiazol-2-yl)-1-(4-methyl-3-(methylsulfonyl)benzoyl)azetidine-2-carboxamide O1C2=C(N(CC1)C=1C=C(C=CC1)C=1N=C(SC1)NC(=O)[C@H]1N(CC1)C(C1=CC(=C(C=C1)C)S(=O)(=O)C)=O)N=CC=C2